methyl (7S)-2-benzyl-3-[2-(1,1-dioxo-1λ6-thiomorpholin-4-yl)ethyl]-7-methyl-3H,6H,7H,8H,9H-imidazo[4,5-f]quinoline-6-carboxylate C(C1=CC=CC=C1)C=1N(C=2C(=C3CC[C@@H](N(C3=CC2)C(=O)OC)C)N1)CCN1CCS(CC1)(=O)=O